2-chloro-4-((3-(2-hydroxy-2-methylbutyl)-1-methyl-2-oxo-2,3-dihydro-1H-benzo[d]imidazol-5-yl)amino)nicotinonitrile ClC1=C(C#N)C(=CC=N1)NC1=CC2=C(N(C(N2CC(CC)(C)O)=O)C)C=C1